ClC1=CC=C(C=N1)N1N=C(C=C1)C(F)(F)F 1-(6-chloro-3-pyridyl)-3-(trifluoromethyl)pyrazole